C(C)OC(=O)C=1C=NN2C1C=C(C=C2C)N 5-amino-7-methylpyrazolo[1,5-a]pyridine-3-carboxylic acid ethyl ester